C(#C)C=1C=CC(=C(C1)NC(=O)C1=CN=C2N1C=CC=C2)C N-(5-ethynyl-2-methylphenyl)imidazo[1,2-a]pyridine-3-carboxamide